(3-(4-(2-hydroxypyridin-4-yl)benzyl)-1,2,3-oxadiazol-3-ium-5-yl)((3-(trifluoromethyl)phenyl)carbamoyl)amide OC1=NC=CC(=C1)C1=CC=C(C[N+]2=NOC(=C2)[N-]C(NC2=CC(=CC=C2)C(F)(F)F)=O)C=C1